4-(4-(5-fluoro-1-Boc-1H-indol-3-yl)furan-2-yl)-4-oxobutanoic acid methyl ester COC(CCC(=O)C=1OC=C(C1)C1=CN(C2=CC=C(C=C12)F)C(=O)OC(C)(C)C)=O